N(=[N+]=[N-])\C(\C(=O)OC)=C/C1=C(C(=C(C=C1)OC)OC)Cl methyl (Z)-2-azido-3-(2-chloro-3,4-dimethoxy-phenyl)prop-2-enoate